OC1=C(C(CCC1)=O)C(=O)C=1C(=NN(C1)CC1=NC=CC=C1)C(F)(F)F 3-hydroxy-2-(1-(pyridin-2-ylmethyl)-3-(trifluoromethyl)-1H-pyrazole-4-carbonyl)cyclohex-2-en-1-one